FC=1C=C(C=NC1F)\N=C\C1C(OC(OC1=O)(C)C)=O 5-[(1E)-[(5,6-difluoropyridin-3-yl)imino]methyl]-2,2-dimethyl-1,3-dioxane-4,6-dione